FC1=C(CN2C(N(C(C23CCN(CC3)C3=CN=C2C(=N3)N(N=C2)CC(F)F)=O)C2=NC=CC(=C2)C(F)(F)F)=O)C=CC(=C1)F 1-(2,4-difluorobenzyl)-8-(1-(2,2-difluoroethyl)-1H-pyrazolo[3,4-b]pyrazin-6-yl)-3-(4-(trifluoromethyl)pyridin-2-yl)-1,3,8-triazaspiro[4.5]decane-2,4-dione